C(C)(C)(C)NC=1OC(C(=C(N1)C1=CC=C(C=C1)C)C)=O 2-(tert-butylamino)-5-methyl-4-(p-tolyl)-6H-1,3-oxazine-6-one